8'-bromo-3',4'-dihydro-2'H-spiro[cyclohexane-1,7'-indeno[5,6-b][1,4]dioxepin]-4-one BrC=1C2(C3=CC4=C(OCCCO4)C=C3C1)CCC(CC2)=O